(1R,5S,6r)-N-(1-Cyanocyclopropyl)-3-[1-(propan-2-yl)-1H-imidazol-4-carbonyl]-3-azabicyclo[3.1.0]hexan-6-carboxamid C(#N)C1(CC1)NC(=O)C1[C@H]2CN(C[C@@H]12)C(=O)C=1N=CN(C1)C(C)C